C[C@@H]1CCC2=CC=3CCCC3C(=C12)NC(=O)N=S(=O)(N)C=1C=NN2C1OCC2 N'-(((R)-3-methyl-1,2,3,5,6,7-hexahydro-s-indacen-4-yl)carbamoyl)-2,3-dihydropyrazolo[5,1-b]oxazole-7-sulfonimidamide